[C@@H]12N(C[C@@H](CC1)C2)CC(=O)NC2=CC(=C(C=C2)C=2C=C1C(=CN2)NN=C1C=1C=NN(C1)C)C 2-((1R,4S)-2-azabicyclo[2.2.1]hept-2-yl)-N-(3-methyl-4-(3-(1-methyl-1H-pyrazol-4-yl)-1H-pyrazolo[3,4-c]pyridin-5-yl)phenyl)acetamide